α-D-Ribofuranosyl-(1→2)-α-D-ribofuranosyl-(1→3)-D-ribose [C@H]1([C@H](O)[C@H](O)[C@H](O1)CO)O[C@H]1[C@H](O[C@@H]([C@H]1O)CO)O[C@@H]([C@H](C=O)O)[C@H](O)CO